C1(CC1)NN 1-cyclopropylhydrazine